C(C)(C)(C)OC(=O)N[C@H]1COCC[C@H]1NC1=C(C2=C(C(=N1)C1=CC(=NS1)C)C(N(C2)C(=O)OC(C)(C)C)=O)F tert-Butyl 6-((3R,4R)-3-(tert-butoxycarbonylamino)tetrahydro-2H-pyran-4-ylamino)-7-fluoro-4-(3-methylisothiazol-5-yl)-3-oxo-1H-pyrrolo[3,4-c]pyridine-2(3H)-carboxylate